The molecule is a member of the class of resolvins that is (6E,8Z,11Z,14Z,16E)-icosapentaenoic acid carrying two hydroxy substituents at positions 5 and 18 (the 5S,18S stereoisomer). It has a role as an anti-inflammatory agent and a human xenobiotic metabolite. It is a resolvin, a diol, a secondary allylic alcohol and a hydroxy polyunsaturated fatty acid. It is a conjugate acid of a (18S)-resolvin E2(1-). CC[C@@H](/C=C/C=C\\C/C=C\\C/C=C\\C=C\\[C@H](CCCC(=O)O)O)O